ClC(=O)C=1C=C(C=CC1)C(C(C(C(C(C(C1=CC(=CC=C1)C(=O)Cl)(F)F)(F)F)(F)F)(F)F)(F)F)(F)F 1,6-Bis(m-chlorocarbonylphenyl)perfluorohexane